N=S1(CCC(CC1)N1C2=NC(=NC=C2N(C1=O)C)NC=1C(=CC=2N(C1)N=CN2)C)=O 9-(1-imino-1-oxohexahydro-1λ6-thiopyran-4-yl)-7-methyl-2-((7-methyl-[1,2,4]Triazolo[1,5-a]pyridin-6-yl)amino)-7,9-dihydro-8H-purin-8-one